NCCC1=CC=C(C=C1)C1=C(C=C(C#N)C=C1)C(=C)C1=NC(=NC(=C1)N1CCOCC1)C 4-[4-(2-aminoethyl)phenyl]-3-[1-(2-methyl-6-morpholin-4-ylpyrimidin-4-yl)ethenyl]benzonitrile